(R)-3-(Benzyloxy)-N-(3-(2-((2-fluoro-3-(methylsulfonyl)phenyl)amino)-5-methylpyrimidin-4-yl)-1H-indol-7-yl)-2-(4-methylpiperazin-1-yl)propanamid C(C1=CC=CC=C1)OC[C@H](C(=O)NC=1C=CC=C2C(=CNC12)C1=NC(=NC=C1C)NC1=C(C(=CC=C1)S(=O)(=O)C)F)N1CCN(CC1)C